benzene mesylate S(C)(=O)(=O)O.C1=CC=CC=C1